COC(=O)C1=NC=NN1C(C)C.C1(=CC=CC=C1)SCCCCSC1=CC=CC=C1 1,4-diphenylthiobutane Methyl-1-isopropyl-1H-1,2,4-triazole-5-carboxylate